4-methoxy-3-[3-(pyrrolidinyl)propoxy]benzaldehyde COC1=C(C=C(C=O)C=C1)OCCCN1CCCC1